OC(C)(C)C=1C(=CC2=CNN=C2C1)C=1C(=NC(=CC1)C(F)(F)F)C(=O)N [6-(1-hydroxy-1-methyl-ethyl)-2H-indazol-5-yl]-6-(trifluoromethyl)pyridine-2-carboxamide